FC1CCC(CC1)=O p-fluorocyclohexanone